N1CC(C1)CNC(CNC(C1=C(C=C(C=C1)NC=1C=2N(C=CN1)C(=CN2)C=2C(=NN(C2)CC#N)C(F)(F)F)CC)=O)=O N-[2-(azetidin-3-ylmethylamino)-2-oxo-ethyl]-4-[[3-[1-(cyanomethyl)-3-(trifluoromethyl)pyrazol-4-yl]imidazo[1,2-a]pyrazin-8-yl]amino]-2-ethyl-benzamide